FC(C1=NN=C(O1)C=1C=CC(=NC1)CN1C(SC2=C1C=CC(=C2)C2CCN(CC2)C)=O)F 3-((5-(5-(difluoromethyl)-1,3,4-oxadiazole-2-yl)pyridine-2-yl)methyl)-6-(1-methylpiperidine-4-yl)benzo[d]thiazole-2(3H)-one